4-bromo-1,2,3,5,6,7-hexahydropyrrolo[3,4-f]isoindole BrC1=C2C(=CC=3CNCC13)CNC2